(1s,4s)-4-((2-((2-(1-(Cyclopropylsulfonyl)-1H-pyrazol-4-yl)pyrimidin-4-yl)amino)-5-((tetrahydrofuran-2-yl)ethynyl)pyridin-4-yl)amino)cyclohexan-1-ol C1(CC1)S(=O)(=O)N1N=CC(=C1)C1=NC=CC(=N1)NC1=NC=C(C(=C1)NC1CCC(CC1)O)C#CC1OCCC1